ClC=1C=C(C=CC1)C1(CC1)C=1NC(C=2CN(CCCC2N1)C(C(C=1C=C(C=CC1)C1=CC(=CC=C1)C(F)(F)F)O)=O)=O 2-(1-(3-chlorophenyl)cyclopropyl)-6-(2-hydroxy-2-(3'-(trifluoromethyl)-[1,1'-biphenyl]-3-yl)acetyl)-3,5,6,7,8,9-hexahydro-4H-pyrimido[5,4-c]azepin-4-one